COC(=O)C1C(N(CCC1)C(=O)OCC1=CC=CC=C1)=O 2-oxo-piperidine-1,3-dicarboxylic acid 1-benzyl 3-methyl ester